5-chloro-N-[(1S)-1-[2-(cyclopropylamino)-2-oxo-acetyl]-4,4-difluoro-pentyl]-2-[[1-(trifluoromethyl)cyclopropanecarbonyl]amino]pyridine-3-carboxamide ClC=1C=C(C(=NC1)NC(=O)C1(CC1)C(F)(F)F)C(=O)N[C@@H](CCC(C)(F)F)C(C(=O)NC1CC1)=O